(R)-N-(1-(2-(difluoromethoxy)-5-fluorophenyl)ethyl)-3-(1-methyl-1H-pyrazol-3-yl)pyrazolo[1,5-a]pyrimidin-5-amine FC(OC1=C(C=C(C=C1)F)[C@@H](C)NC1=NC=2N(C=C1)N=CC2C2=NN(C=C2)C)F